tert-Butyl (4-(4-((4-((7-(1-cyclopropyl-1H-pyrazol-4-yl)-3-methyl-4-oxo-4H-pyrido[1,2-a]pyrimidin-2-yl)amino)-3-fluorophenyl)sulfonyl)piperazin-1-yl)butyl)carbamate C1(CC1)N1N=CC(=C1)C=1C=CC=2N(C(C(=C(N2)NC2=C(C=C(C=C2)S(=O)(=O)N2CCN(CC2)CCCCNC(OC(C)(C)C)=O)F)C)=O)C1